C(=C)[Zn]C=C divinylzinc